6-[1-[(3S,4R)-3-Fluoro-1-(oxetan-3-yl)-4-piperidyl]-5-methyl-triazol-4-yl]-4-[2-(5-fluoro-2-pyridyl)-2-methoxy-ethoxy]pyrazolo[1,5-a]pyridine-3-carbonitrile F[C@H]1CN(CC[C@H]1N1N=NC(=C1C)C=1C=C(C=2N(C1)N=CC2C#N)OCC(OC)C2=NC=C(C=C2)F)C2COC2